[2-(dibutylamino)ethyl](trimethylsilyl)amine C(CCC)N(CCN[Si](C)(C)C)CCCC